BrC1=CC(=CC=2CCC12)O 5-bromobicyclo[4.2.0]octa-1(6),2,4-trien-3-ol